2-isopropoxy-N-((5-(2-methoxypyridin-4-yl)-2,3-dihydrobenzofuran-4-yl)carbamoyl)ethanesulfonamide sodium salt [Na].C(C)(C)OCCS(=O)(=O)NC(NC1=C(C=CC2=C1CCO2)C2=CC(=NC=C2)OC)=O